O1C(=NN=C1)S(=O)(=O)N 1,3,4-Oxadiazolesulfonamide